Magnesium diglycinate NCC(=O)[O-].NCC(=O)[O-].[Mg+2]